ClC1=C2CC(CC2=CC=C1)(NC(=O)OCC[Si](C)(C)C)CC(=O)OC methyl 2-[4-chloro-2-(2-trimethylsilylethoxycarbonylamino)-1,3-dihydroinden-2-yl]acetate